fluorobenzopyrimidine FC1=NC2=C(C=N1)C=CC=C2